4-(2-fluoro-6-methoxyphenyl)-N-(5-((3-hydroxybicyclo(1.1.1)pentan-1-yl)methoxy)-1,3,4-thiadiazol-2-yl)-6-methylpyridine-3-carboxamide FC1=C(C(=CC=C1)OC)C1=C(C=NC(=C1)C)C(=O)NC=1SC(=NN1)OCC12CC(C1)(C2)O